FC(C(=O)N1CC(C1)N1N=C(C=2C1=NC=CC2)C=2C=NC(=CC2)C(F)(F)F)=C 2-fluoro-1-(3-(3-(6-(trifluoromethyl)pyridin-3-yl)-1H-pyrazolo[3,4-b]pyridin-1-yl)azetidin-1-yl)propan-2-en-1-one